N(C1=CC=CC=C1)C1=C(C=2C(C3=CC=CC=C3C(C2C(=C1F)F)=O)=O)F 2-anilino-1,3,4-trifluoroanthraquinone